(+/-)-(3S,4R)-ethyl 4-(4-bromophenyl)-2,6-dioxopiperidine-3-carboxylate BrC1=CC=C(C=C1)[C@H]1[C@@H](C(NC(C1)=O)=O)C(=O)OCC |r|